D-glycinate NCC(=O)[O-]